{6-[7-(2-methyl-3-pyrrolidin-1-yl-propoxy)-imidazo[1,2-a]pyridin-3-yl]-pyrimidin-4-yl}-[4-(2-methyl-2H-[1,2,3]triazol-4-yl)-benzyl]-amine CC(COC1=CC=2N(C=C1)C(=CN2)C2=CC(=NC=N2)NCC2=CC=C(C=C2)C2=NN(N=C2)C)CN2CCCC2